(S)-4-(3-(but-2-ynamido)cyclohex-1-en-1-yl)-5-fluoro-2,3-dimethyl-1H-indole-7-carboxamide C(C#CC)(=O)N[C@@H]1C=C(CCC1)C1=C2C(=C(NC2=C(C=C1F)C(=O)N)C)C